2-benzyl-5-chloro-1,3,4-oxadiazole C(C1=CC=CC=C1)C=1OC(=NN1)Cl